tert-butyl 3-(2-iminothiazol-3(2H)-yl)benzylcarbamate N=C1SC=CN1C=1C=C(CNC(OC(C)(C)C)=O)C=CC1